octafluoropentanoxypropyl-methyldichlorosilane FC(C(C(OCCC[Si](Cl)(Cl)C)(F)F)(F)F)CC(F)(F)F